FC(C1=CC=NC=C1C(=O)N[Si](C)(C(C)(C)C)C(C)(C)C)(F)F 4-(trifluoromethyl)-N-(di-tert-butylmethylsilyl)nicotinamide